C(C)(=O)[O-].[NH4+] Ammonium Acetat